NC1=CC(=C(C=C1)C1=CN(C=2N=CN=C(C21)N)CC(F)F)F 5-(4-amino-2-fluorophenyl)-7-(2,2-difluoroethyl)-7H-pyrrolo[2,3-d]pyrimidin-4-ylamine